NN1CCCC1 amino-tetrahydropyrrole